Cl.Cl.FC=1C=C2C(CN(C2=CC1S(=O)(=O)C(C)C)C(CN1C[C@H](NCC1)C)=O)(C)C 1-[5-Fluoro-3,3-dimethyl-6-(propane-2-sulfonyl)-2,3-dihydro-indol-1-yl]-2-((R)-3-methyl-piperazin-1-yl)-ethanone dihydrochloride salt